N-(2-(4-(2-(3,4-dimethoxyphenyl)-3-isopropyl-1H-indol-5-yl)piperidin-1-yl)-2-oxoethyl)hex-5-ynylamide COC=1C=C(C=CC1OC)C=1NC2=CC=C(C=C2C1C(C)C)C1CCN(CC1)C(C[N-]CCCCC#C)=O